N-[(2R,3S)-2-[4-(cyclopentylamino)phenyl]-1-(2-fluoro-6-methyl-benzoyl)piperidine-3-carbonyl]-4-methyl-3-(trifluoromethyl)aniline alpha-chloroacrylate ClC(C(=O)O)=C.C1(CCCC1)NC1=CC=C(C=C1)[C@@H]1N(CCC[C@@H]1C(=O)NC1=CC(=C(C=C1)C)C(F)(F)F)C(C1=C(C=CC=C1C)F)=O